Cl.CC=1C=NC=2N(C1)N=CC2N 6-methylpyrazolo[1,5-a]pyrimidin-3-amine hydrochloride